C(C)(=O)C1=CN(C2=C(C=C(C=C12)C=1C=NC=2N(C1)N=C(C2)C)C)CC(=O)N2[C@@H](C[C@H](C2)F)C(=O)N[C@H](C)C(=C(C)C)F (2S,4R)-1-(2-(3-acetyl-7-methyl-5-(2-methylpyrazolo[1,5-a]pyrimidin-6-yl)-1H-indol-1-yl)acetyl)-4-fluoro-N-((R)-3-fluoro-4-methylpent-3-en-2-yl)pyrrolidine-2-carboxamide